2,3-bis(decyloxy)-9,10-anthraquinone C(CCCCCCCCC)OC1=CC=2C(C3=CC=CC=C3C(C2C=C1OCCCCCCCCCC)=O)=O